CC1=CC=CC(=N1)C1=C(N=CN1)C=1C=C2C(=CC=NC2=CC1)C(=O)OCCN1C[C@H](N[C@H](C1)C)C |r| 2-[rac-(3R,5S)-3,5-dimethylpiperazin-1-yl]ethyl 6-[5-(6-methyl-2-pyridyl)-1H-imidazol-4-yl]quinoline-4-carboxylate